COC(=O)C=1C(N(C2=CC(=CC=C2C1N)OC(F)F)C1=C(C=C(C=C1)N)C)=O 4-Amino-1-(2-methyl-4-aminophenyl)-7-(difluoromethoxy)-2-oxo-1,2-dihydroquinoline-3-carboxylic acid methyl ester